((1S)-2,2-difluorocyclopropyl)((5S,7S)-7-fluoro-5-phenyl-6,7-dihydro-5H-pyrrolo[1,2-b][1,2,4]triazol-2-yl)methanone FC1([C@@H](C1)C(=O)C=1N=C2N(N1)[C@@H](C[C@@H]2F)C2=CC=CC=C2)F